8-[4-(ethylamino)piperidin-1-yl]-N-{8-fluoro-2-methylimidazo[1,2-a]pyridin-6-yl}quinoxaline-5-carboxamide C(C)NC1CCN(CC1)C1=CC=C(C=2N=CC=NC12)C(=O)NC=1C=C(C=2N(C1)C=C(N2)C)F